(S)-2-(1-amino-1,3-dihydrospiro[indene-2,4'-piperidin]-1'-yl)-5-(3-(4-fluoro-3-hydroxyphenyl)prop-1-yn-1-yl)-3-methylpyrimidin-4(3H)-one N[C@@H]1C2=CC=CC=C2CC12CCN(CC2)C2=NC=C(C(N2C)=O)C#CCC2=CC(=C(C=C2)F)O